2,6-dimethyl-4-aminophenol CC1=C(C(=CC(=C1)N)C)O